(R)-6-isopropyl-1-(1-isopropylpiperidin-3-yl)-5-(8-methoxy-[1,2,4]triazolo[1,5-a]pyridin-6-yl)-1,3-dihydro-2H-benzo[d]imidazol-2-one C(C)(C)C=1C(=CC2=C(N(C(N2)=O)[C@H]2CN(CCC2)C(C)C)C1)C=1C=C(C=2N(C1)N=CN2)OC